C(C)(=O)NC=1C=C(C=CC1)C=1N=NN(C1)CC(=O)N[C@H](C(=O)N(C)C1=CC=C(C=C1)OC)CC1=CC=CC=C1 (S)-2-(2-(4-(3-acetylaminophenyl)-1H-1,2,3-triazol-1-yl)acetylamino)-N-(4-methoxyphenyl)-N-methyl-3-phenylpropionamide